3-Cyano-N-((S)-(4,4-difluorocyclohexyl)(6-((R)-1-(4,4,4-trifluorobutanamido)ethyl)-1H-benzo[d]imidazol-2-yl)methyl)benzamide C(#N)C=1C=C(C(=O)N[C@H](C2=NC3=C(N2)C=C(C=C3)[C@@H](C)NC(CCC(F)(F)F)=O)C3CCC(CC3)(F)F)C=CC1